5-chloro-6-(difluoromethyl)nicotinic acid ClC=1C(=NC=C(C(=O)O)C1)C(F)F